P(OC1=C(C=C(C=C1C)CCC(=O)OCCCCCCCCCCCCCCCCCC)C(C)(C)C)(OC1=C(C=C(C=C1C)CCC(=O)OCCCCCCCCCCCCCCCCCC)C(C)(C)C)O bis[2-tert-butyl-6-methyl-4-{2-(octadecyloxycarbonyl) ethyl} phenyl] hydrogen phosphite